2-(7-(((1R,2S)-2-hydroxycyclopentyl)methyl)-6,7-dihydro-5H-pyrrolo[2,3-c]pyridazin-3-yl)-3-methyl-5-(trifluoromethyl)phenol O[C@@H]1[C@H](CCC1)CN1CCC2=C1N=NC(=C2)C2=C(C=C(C=C2C)C(F)(F)F)O